COC(CNC([C@@H](N)C(C)C)=O)=O L-valyl-glycine methyl ester